ClC1=CC(=C(C=C1F)C=1N=CC(=NC1)N([C@H]1[C@H]([C@@]2(CC[C@](C1)(N2C(=O)OC(C)(C)C)C)C)F)C)OCOC tert-butyl (1S,2R,3R,5R)-3-([5-[4-chloro-5-fluoro-2-(methoxymethoxy)phenyl]pyrazin-2-yl](methyl)amino)-2-fluoro-1,5-dimethyl-8-azabicyclo[3.2.1]octane-8-carboxylate